5-(4-tert-butoxycarbonyl-4,7-diazaspiro[2.5]octan-7-yl)pyrido[3,4-b]pyrazine-8-carboxylic acid C(C)(C)(C)OC(=O)N1C2(CC2)CN(CC1)C1=NC=C(C=2C1=NC=CN2)C(=O)O